COC(=O)C=1C(=NC(=C(C1)Cl)C(F)(F)F)OC1=C(C(=C(C=C1)F)F)C 5-chloro-2-(3,4-difluoro-2-methyl-phenoxy)-6-(trifluoromethyl)pyridine-3-carboxylic acid methyl ester